Cl.C1(CCCCC1)NC1CCCCC1 N,N-dicyclohexylamine hydrochloride